9-((oxetan-3-ylmethyl)amino)heptadecanedioic acid 1-(heptadecane-9-yl) 17-((2-hexylcyclopropyl) methyl) ester C(CCCCC)C1C(C1)COC(CCCCCCCC(CCCCCCCC(=O)OC(CCCCCCCC)CCCCCCCC)NCC1COC1)=O